NC(C(=O)OCC)CC Ethyl aminobutyrate